4-Methoxycarbonylstyrene COC(=O)C1=CC=C(C=C)C=C1